Cl.CN(C(C=C)=O)CC=1OC2=C(C1C)C=CC=C2 N-methyl-N-((3-methylbenzofuran-2-yl)methyl)acrylamide hydrochloride